FC(OC1=CC(=C(C=C1)C1=C(C=C2CNC(C2=C1)=O)OCC1=NN(C=C1)C)F)F 6-(4-(difluoromethoxy)-2-fluorophenyl)-5-((1-methyl-1H-pyrazol-3-yl)methoxy)isoindolin-1-one